3-chloro-5-[3-methyl-1-(4-methyl-1,2,4-triazol-3-yl)cyclobutyl]benzonitrile ClC=1C=C(C#N)C=C(C1)C1(CC(C1)C)C1=NN=CN1C